Benzyl 3-(((tert-butyldimethylsilyl)oxy)methyl)picolinate [Si](C)(C)(C(C)(C)C)OCC=1C(=NC=CC1)C(=O)OCC1=CC=CC=C1